C1(CCCCC1)C[C@@H](C(=O)NC(C(=O)OC)CC1C(NC2(C1)CCOCC2)=O)NC(=O)C=2NC1=CC=CC(=C1C2)OC Methyl 2-((S)-3-cyclohexyl-2-(4-methoxy-1H-indole-2-carboxamido)propanamido)-3-(2-oxo-8-oxa-1-azaspiro[4.5]decan-3-yl)propanoate